C12(OC3CC(CC(C1)C3)C2)CN2N=NC(=C2C)C=2C(=NC(=CC2)F)C(=O)OC(C)(C)C tert-butyl 3-(1-(2-oxatricyclo[3.3.1.13,7]dec-1-ylmethyl)-5-methyl-1H-1,2,3-triazol-4-yl)-6-fluoropicolinate